CC=1N=CC=2C(=C(C=C(C2C1)C=O)C1=CC=C(C=C1)S(=O)(=O)C)O 3-methyl-8-hydroxy-7-(4-methanesulfonyl-phenyl)-isoquinoline-5-carbaldehyde